O1C(COCC1)COC1=CC(=C(C(=N1)CCC1=CC=C(C=C1)OCCCS(=O)(=O)C)CC)O 6-((1,4-dioxan-2-yl)methoxy)-3-ethyl-2-(4-(3-(methylsulfonyl)propoxy)phenethyl)pyridin-4-ol